1-Cyclopentyl-7-((2-methoxy-4-(4-methylpiperazin-1-yl)phenyl)amino)-5-methylpyrimido[4,5-d]pyrimidine-2(1H)-one C1(CCCC1)N1C(N=CC=2C1=NC(=NC2C)NC2=C(C=C(C=C2)N2CCN(CC2)C)OC)=O